CC1=CC(=NC(=N1)N1C[C@@H](CCC1)COC1=C(C=CC=C1)C(F)(F)F)C(=O)OC |r| (±)-methyl 6-methyl-2-(3-((2-(trifluoromethyl)phenoxy)methyl)piperidin-1-yl)pyrimidine-4-carboxylate